methyl-1-(3-chloro-2-fluorobenzyl)-2,6-dimethyl-piperidine-4-carboxylate COC(=O)C1CC(N(C(C1)C)CC1=C(C(=CC=C1)Cl)F)C